C(C)(C)(C)OC(=O)N1CC(C1)CC 3-ethylazetidine-1-carboxylic acid tert-butyl ester